(3R)-3-fluoro-3-[4-(4-piperidyl)phenyl]piperidine-2,6-dione F[C@@]1(C(NC(CC1)=O)=O)C1=CC=C(C=C1)C1CCNCC1